O[C@H]1CN(CC1)C=1C2=C(N(C(N1)=O)C1=CC=CC=C1)N=C(C=C2)C(F)(F)F (R)-4-(3-hydroxypyrrolidin-1-yl)-1-phenyl-7-(trifluoromethyl)pyrido[2,3-d]-pyrimidin-2(1H)-one